N[C@H]1CC(CC1)(C(=O)N)C (3R)-3-amino-1-methylcyclopentane-1-carboxamide